N-(1-(2-hydroxyethyl)-5-oxopyrrolidin-3-yl)-2-methyl-5-((4-methylthiazol-5-yl)methoxy)benzo-furan-3-carboxamide OCCN1CC(CC1=O)NC(=O)C1=C(OC2=C1C=C(C=C2)OCC2=C(N=CS2)C)C